6-(1-Cyclopropyl-1H-pyrazol-3-yl)-N-(4-methoxypyridin-2-yl)-5-methyl-2-(1-methyl-1H-imidazol-2-yl)pyrrolo[2,1-f][1,2,4]triazin-4-amine C1(CC1)N1N=C(C=C1)C=1C(=C2C(=NC(=NN2C1)C=1N(C=CN1)C)NC1=NC=CC(=C1)OC)C